5-((4-(3-chloro-5-(trifluoromethyl)phenyl)piperazin-1-yl)sulfonyl)indoline ClC=1C=C(C=C(C1)C(F)(F)F)N1CCN(CC1)S(=O)(=O)C=1C=C2CCNC2=CC1